3-bromo-1-(oxan-2-yl)-1H-pyrazole BrC1=NN(C=C1)C1OCCCC1